FC(C(C(F)(F)F)(O)CNC1=NC(=NC=C1F)C1=NN(C(=C1)C1=NOC=C1)CC1=C(C=CC=C1)F)(F)F 1,1,1,3,3,3-hexafluoro-2-[({5-fluoro-2-[1-(2-fluorobenzyl)-5-(1,2-oxazol-3-yl)-1H-pyrazol-3-yl]pyrimidin-4-yl}amino)methyl]propan-2-ol